4-N-Benzoyl-2'-O-(tert-butyldimethylsilyl)-3'-deoxy-3',4'-didehydro-cytidine C(C1=CC=CC=C1)(=O)NC1=NC(N([C@H]2[C@H](O[Si](C)(C)C(C)(C)C)C=C(CO)O2)C=C1)=O